ClC1=C(N(C(C2=C(C=CC=C12)C#CC=1SC=CN1)=O)C1=CC=CC=C1)[C@H](C)NC=1C2=C(N=CN1)NC=CC2=O (S)-4-((1-(4-chloro-1-oxo-2-phenyl-8-(thiazol-2-ylethynyl)-1,2-dihydroisoquinolin-3-yl)ethyl)amino)pyrido[2,3-d]pyrimidin-5(8H)-one